5-(2-chloro-3-fluoro-phenyl)-3-(2-methylsulfinylethyl)-1-[2-oxo-2-[4-(2-oxo-4,5-dihydro-1H-1,3-benzodiazepin-3-yl)-1-piperidyl]ethyl]pyrimidine-2,4-dione ClC1=C(C=CC=C1F)C=1C(N(C(N(C1)CC(N1CCC(CC1)N1C(NC2=C(CC1)C=CC=C2)=O)=O)=O)CCS(=O)C)=O